3-(3-chloro-6-oxazol-2-yl-1H-indol-2-yl)-1-isopropyl-pyrazolo[3,4-d]pyrimidin-4-amine ClC1=C(NC2=CC(=CC=C12)C=1OC=CN1)C1=NN(C2=NC=NC(=C21)N)C(C)C